FC1=CC(=C(C=C1)C=1C=CC=C2C=NC(=NC12)NC1=CC=C(C=2CCOC21)C2(CCNCC2)O)OC 4-(7-{[8-(4-fluoro-2-methoxyphenyl)quinazolin-2-yl]amino}-2,3-dihydro-1-benzofuran-4-yl)piperidin-4-ol